tert-butyl (1-(5-(2,3-dichlorophenyl)-6-((4-methoxybenzyl)oxy)pyrazin-2-yl)-4-methylpiperidin-4-yl)carbamate ClC1=C(C=CC=C1Cl)C=1N=CC(=NC1OCC1=CC=C(C=C1)OC)N1CCC(CC1)(C)NC(OC(C)(C)C)=O